1-cyclobutyl-2-(3,4-dihydroxy-5-methoxy-2-methylphenyl)-1H-benzo[d]imidazole-6-carboxylic acid C1(CCC1)N1C(=NC2=C1C=C(C=C2)C(=O)O)C2=C(C(=C(C(=C2)OC)O)O)C